CC1=C2COC(C2=CC=C1[C@@H]1CN(CCO1)CC=1C=NN(C1)C1=C2C(=NC=C1)N(C=C2)C)=O (R)-4-methyl-5-(4-((1-(1-methyl-1H-pyrrolo[2,3-b]pyridin-4-yl)-1H-pyrazol-4-yl)methyl)morpholin-2-yl)isobenzofuran-1(3H)-one